(R)-2-(5-cyano-2-(1-((R)-1-(2,6-dichloro-3-cyclopropylphenyl)ethyl)-1H-[1,2,3]triazolo[4,5-c]pyridin-6-yl)phenyl)propanoic acid C(#N)C=1C=CC(=C(C1)[C@H](C(=O)O)C)C1=CC2=C(C=N1)N=NN2[C@H](C)C2=C(C(=CC=C2Cl)C2CC2)Cl